S1COCCC1 3-oxathiacyclohexane